tert-butyl (3R*,4R)-3-((2-(2,6-dioxo-1-((2-(trimethylsilyl)ethoxy)methyl)piperidin-3-yl)-1-oxoisoindolin-5-yl)oxy)-4-fluoropiperidine-1-carboxylate O=C1N(C(CCC1N1C(C2=CC=C(C=C2C1)O[C@@H]1CN(CC[C@H]1F)C(=O)OC(C)(C)C)=O)=O)COCC[Si](C)(C)C |o1:17|